(S)-1-((R)-1-phenylethyl)pyrrolidin-3-amine trifluoroacetate FC(C(=O)O)(F)F.C1(=CC=CC=C1)[C@@H](C)N1C[C@H](CC1)N